BrCC(=O)C=1C(=C(C(=NC1F)NC(C)=O)[2H])[2H] N-(5-(2-bromoacetyl)-6-fluoropyridin-2-yl-3,4-d2)acetamide